NC=1C(=NC(=C(N1)C1=CC=C(C=C1)F)C=1C=CC=2N(C1)C(=CN2)C)C(=O)NCC2(CC2)N(C)C 3-amino-N-((1-(dimethylamino)cyclopropyl)methyl)-5-(4-fluorophenyl)-6-(3-methylimidazo[1,2-a]pyridin-6-yl)pyrazine-2-carboxamide